IC1=CN=C2N1C=CC(=C2)N2CCN(CC2)C(=O)OC(C)(C)C tert-butyl 4-(3-iodoimidazo[1,2-a]pyridin-7-yl)-piperazine-1-carboxylate